FC(C1=CC=CC=2BOCC21)(F)F 4-(trifluoromethyl)-1,3-dihydrobenzo[c][1,2]oxaborole